4-chloro-6-(cyclopropyloxy)-3-fluoro-2-(2-methylpyrazol-3-yl)benzene-1-carbonitrile ClC1=C(C(=C(C(=C1)OC1CC1)C#N)C=1N(N=CC1)C)F